CS(=O)(=O)CC1=COC2=C1N=CC=C2 3-(methylsulfonylmethyl)-1,4-benzooxazol